C(C)(=O)OC[C@H]([C@H](N1CC(C1)OC)C=1SC=C(N1)Br)NC(=O)OC(C)(C)C (2S,3S)-3-(4-bromothiazol-2-yl)-2-((tert-butoxycarbonyl)amino)-3-(3-methoxyazetidin-1-yl)propyl acetate